6-amino-7-(3-hydroxy-2,6-dimethylphenyl)-2-methylbenzo[d]oxazole-5-carbonitrile NC1=C(C2=C(N=C(O2)C)C=C1C#N)C1=C(C(=CC=C1C)O)C